(1S)-6-Methyl-N-[(1S)-7-oxo-1-{5-[2-(trifluoromethyl)chinolin-6-yl]-1,3-oxazol-2-yl}nonyl]-6-azaspiro[2.5]octan-1-carboxamid CN1CCC2(C[C@@H]2C(=O)N[C@@H](CCCCCC(CC)=O)C=2OC(=CN2)C=2C=C3C=CC(=NC3=CC2)C(F)(F)F)CC1